N-(2-iodo-4-(perfluoropropan-2-yl)-6-(trifluoromethyl)phenyl)benzamide IC1=C(C(=CC(=C1)C(C(F)(F)F)(C(F)(F)F)F)C(F)(F)F)NC(C1=CC=CC=C1)=O